COC=1C=C(C(=O)NC2=CC(=NN2C)C2=CC=C(C=C2)NC(OC(C)(C)C)=O)C=CC1 tert-butyl (4-(5-(3-methoxybenzamido)-1-methyl-1H-pyrazol-3-yl)phenyl)carbamate